(9Z,27Z)-Hexatriacont-9,27-dien-18-yl methioninate N[C@@H](CCSC)C(=O)OC(CCCCCCC\C=C/CCCCCCCC)CCCCCCCC\C=C/CCCCCCCC